5-((((3s,5s,7s)-adamantan-1-yl)amino)methyl)-2-(2,4-dioxotetrahydropyrimidine-1(2H)-yl)isoindoline-1,3-dione C12(CC3CC(CC(C1)C3)C2)NCC=2C=C3C(N(C(C3=CC2)=O)N2C(NC(CC2)=O)=O)=O